O1[C@@H]2[C@H](NC(C1)=O)CNCC2 (+)-cis-4a,5,6,7,8,8a-Hexahydro-4H-pyrido[4,3-b][1,4]oxazin-3-one